2-chloro-4,5-dimethoxybenzoic acid ClC1=C(C(=O)O)C=C(C(=C1)OC)OC